FC1=C(C=C2CCNCC2=C1)NC1=NC=C(C(=N1)C1=CC=2C(NCCC2S1)=O)C(F)(F)F 2-(2-((7-fluoro-1,2,3,4-tetrahydroisoquinolin-6-yl)amino)-5-(trifluoromethyl)pyrimidin-4-yl)-6,7-dihydrothieno[3,2-c]pyridin-4(5H)-one